ClC1=C(C=CC=C1)S(=O)(=O)C1=CC(=NC(=C1)N1CCOCC1)C=1C=NC(=NC1)N 5-(4-((2-chlorophenyl)sulfonyl)-6-morpholinopyridin-2-yl)pyrimidin-2-amine